CN(C(=O)C=1OC2=C(C1)C(=C(C=C2)C2=CCCN(C2)C(=O)C2N(CC1=CC=CC=C1C2)C(=O)OC(C)(C)C)F)C tert-butyl 3-(5-(2-(dimethylcarbamoyl)-4-fluorobenzofuran-5-yl)-1,2,3,6-tetrahydropyridine-1-carbonyl)-3,4-dihydroisoquinoline-2(1H)-carboxylate